(1R,2R,3R,8S)-4-((S*)-6-(2-chloro-4-fluorophenyl)-5-(methoxycarbonyl)-2-(thiazol-2-yl)-3,6-dihydropyrimidin-4-yl)cubane-1-carboxylic Acid ClC1=C(C=CC(=C1)F)[C@@H]1C(=C(NC(=N1)C=1SC=CN1)C12C3C4C5(C(C14)C2C53)C(=O)O)C(=O)OC |o1:8|